FC1=CC=C2C=CN=C(C2=C1)C=1C=C2CN(C(C2=CC1)=O)C1C(NC(CC1)=O)=O 3-[5-(7-fluoroisoquinolin-1-yl)-1-oxo-2,3-dihydro-1H-isoindol-2-yl]piperidine-2,6-dione